1-[2-(4-acetamidophenyl)acetyl]-4-fluoro-N-{phenyl-[4-(prop-2-yl)phenyl]methyl}pyrrolidine-2-carboxamide C(C)(=O)NC1=CC=C(C=C1)CC(=O)N1C(CC(C1)F)C(=O)NC(C1=CC=C(C=C1)C(C)C)C1=CC=CC=C1